C(#N)C[C@H](C1=CC=C(C=C1)S(=O)(=O)CC)NC(C1=CC(=C(C(=C1)F)[Si](C)(C)C)F)=O (R)-N-(2-cyano-1-(4-(ethylsulfonyl)phenyl)ethyl)-3,5-difluoro-4-(trimethylsilyl)benzamide